7-chloro-2-ethyl-6-(6-morpholino-1H-benzo[d]imidazol-2-yl)-2H-pyrazolo[4,3-b]pyridin-5(4H)-one ClC=1C=2C(NC(C1C1=NC3=C(N1)C=C(C=C3)N3CCOCC3)=O)=CN(N2)CC